OCCC=O L-3-hydroxy-propionaldehyde